C(CCCCC)N1N=NC=C1 1-hexyl-1H-1,2,3-triazole